N1CNC2=C1C=CC(=C2)C(=O)N 2,3-dihydro-1H-benzo[d]imidazole-5-carboxamide